C(C)OC(CC1C2CN(CC1C2)C=2C1=C(N=C(N2)SC)C(CC1)(F)F)=O ethyl-2-(3-(7,7-difluoro-2-(methylthio)-6,7-dihydro-5H-cyclopenta[d]pyrimidin-4-yl)-3-azabicyclo[3.1.1]heptan-6-yl)acetate